C(C=C)(=O)O.C(C(=C)C)(=O)ON1C(CCCC1(C)C)(C)C 2,2,6,6-tetramethylpiperidinyl methacrylate acrylate